N-(5-(3-chlorophenyl)thiazol-2-yl)-1-cyanopyrrolidine-3-carboxamide ClC=1C=C(C=CC1)C1=CN=C(S1)NC(=O)C1CN(CC1)C#N